CC1=C2C=C(NC2=CC=C1CN1CCC2(CN(C2)C2=NC=NC3=CC=C(C=C23)CC(F)(F)F)CC1)C#N 4-methyl-5-({2-[6-(2,2,2-trifluoroethyl)quinazolin-4-yl]-2,7-diazaspiro[3.5]non-7-yl}methyl)-1H-indole-2-carbonitrile